O[C@H]1C[C@H]([C@@H](CC1)N1N=C2C=C(C(=CC2=C1)C(=O)NC1=CN=C2N1N=CC=C2)OC)C 2-((1r,2r,4r)-4-hydroxy-2-methylcyclohexyl)-N-(imidazo[1,2-b]pyridazin-3-yl)-6-methoxy-2H-indazole-5-carboxamide